tert-Butyl 2-(5-methoxy-5-oxopentanoyl)hydrazinecarboxylate COC(CCCC(=O)NNC(=O)OC(C)(C)C)=O